6-Chloro-9-ethyl-2-(ethylthio)-9H-purine ClC1=C2N=CN(C2=NC(=N1)SCC)CC